NC[C@@H](CF)O (2S)-1-amino-3-fluoropropan-2-ol